7-methoxy-1-methyl-2-oxo-4-{4-[4-(trifluoromethyl)phenoxy]piperidin-1-yl}-1,2-dihydroquinoline-3-carbonitrile COC1=CC=C2C(=C(C(N(C2=C1)C)=O)C#N)N1CCC(CC1)OC1=CC=C(C=C1)C(F)(F)F